OCC1=C(C=CC=C1)CO 1,2-Di(hydroxymethyl)benzol